3-formyl-L-alanine benzyl ester C(C1=CC=CC=C1)OC([C@@H](N)CC=O)=O